O1C(=NN=C1)C=1C(=NN2C1C=CC=C2)O 1,3,4-oxadiazol-2-yl-pyrazolo[1,5-a]Pyridin-2-ol